FC(C1=C(C=CC=C1)C=1NC=CN1)(F)F 2-(2-(trifluoromethyl)phenyl)-1H-imidazol